(S)-4-(5-cyclopropyl-7-(5-(methoxycarbonyl)-1-methyl-1H-pyrrol-2-yl)-7H-pyrrolo[2,3-d]pyrimidin-4-yl)-3-methylpiperazine-1-carboxylic acid tert-butyl ester C(C)(C)(C)OC(=O)N1C[C@@H](N(CC1)C=1C2=C(N=CN1)N(C=C2C2CC2)C=2N(C(=CC2)C(=O)OC)C)C